C(C)(C)(C)OC(=O)N1CC2(C1)CC(C2)C2=CC=C(C=C2)S(=O)(=O)C(F)(F)F 6-(4-trifluoromethylsulfonylphenyl)-2-azaspiro[3.3]heptane-2-carboxylic acid tert-butyl ester